COC1=CC=C(C=C1)C(C(NC1=CC=C(C=C1)[Si](C)(C)C)=O)N(C(=O)C=1OC=CC1)C N-(1-(4-methoxyphenyl)-2-oxo-2-((4-(trimethylsilyl)phenyl)amino)ethyl)-N-methyl-2-furamide